C(C)(C)(C)OC(=O)N1CCN(CC1)C1=CC=C(C=C1)C1=CC=2N(N=C1C(=O)O)C(=CN2)C2=CC=NC1=CC=CC=C21 7-(4-(4-(tert-butoxycarbonyl)piperazin-1-yl)phenyl)-3-(quinolin-4-yl)imidazo[1,2-b]pyridazine-6-carboxylic acid